(R)-3-((2-chloro-5-((4-methylpiperazin-1-yl)methyl)pyrimidin-4-yl)oxy)-10-methyl-9,10,11,12-tetrahydro-8H-[1,4]diazepino[5',6':4,5]thieno[3,2-f]quinoxalin-8-one ClC1=NC=C(C(=N1)OC1=NC=2C=CC3=C(C2N=C1)C1=C(S3)C(N[C@@H](CN1)C)=O)CN1CCN(CC1)C